S1C=NC2=C1C=C(C=C2)S(=O)(=O)N2N=C1C(=C2)CNC1 2-(1,3-benzothiazole-6-sulfonyl)-2H,4H,5H,6H-pyrrolo[3,4-c]pyrazol